tetraethylanthraquinone C(C)C1=C(C(=C(C=2C(C3=CC=CC=C3C(C12)=O)=O)CC)CC)CC